2-oxo-imidazo[4,5-b]Pyridine O=C1N=C2C(N=CC=C2)=N1